(R)-1-(2-fluoro-3-((trifluoromethyl)sulfonyl)phenyl)ethane FC1=C(C=CC=C1S(=O)(=O)C(F)(F)F)CC